5-methyl-1H-indazole-7-carboxylic acid CC=1C=C2C=NNC2=C(C1)C(=O)O